N-(2-(aminooxy)ethyl)-2-(dimethylamino)acetamide NOCCNC(CN(C)C)=O